2-Dimethylamino-1-propyl-8-[1-(3-trifluoromethyl-benzyl)-1H-pyrazol-4-yl]-1,7-dihydro-purin-6-one CN(C=1N(C(C=2NC(=NC2N1)C=1C=NN(C1)CC1=CC(=CC=C1)C(F)(F)F)=O)CCC)C